ClC=1C=C2C=C(N(C2=CC1)C(=O)OC1=CC=CC=C1)OC(=O)OC1=CC=CC=C1 phenyl 5-chloro-2-((phenoxycarbonyl)oxy)-1H-indole-1-carboxylate